C(#N)C1=NC=CC(C1OC1OCCCC1)=O 2-cyano-3-tetrahydropyran-oxypyridine-4-one